COC=1C=C(CNC(=O)NC2=CC=C(C=C2)C(F)(F)F)C=CC1OCCN1CCN(CC1)C1=CC=C(C=C1)OC 1-{3-methoxy-4-{2-[4-(4-methoxyphenyl)piperazin-1-yl]ethoxy}benzyl}-3-(4-trifluoromethylphenyl)urea